(3-FORMYL-PHENYL)-CARBAMIC ACID TERT-BUTYL ESTER C(C)(C)(C)OC(NC1=CC(=CC=C1)C=O)=O